tert-Butyl 3-(3-(((tert-butyldimethylsilyl)oxy)methyl)-4-methylphenyl)-3-(3-(difluoromethyl)-8-methyl-[1,2,4]triazolo[4,3-a]pyridin-7-yl)-2,2-dimethylpropanoate [Si](C)(C)(C(C)(C)C)OCC=1C=C(C=CC1C)C(C(C(=O)OC(C)(C)C)(C)C)C1=C(C=2N(C=C1)C(=NN2)C(F)F)C